BrC=1C(C2=CC=CC=C2C1Br)(C)C 2,3-dibromo-1,1-dimethyl-1H-indene